2-methylpropan-2-yl [({5-amino-4-[(2-chloro-5-fluorophenyl)carbonyl]-3-cyano-2-methoxyphenyl}methyl)amino]methanoate NC=1C(=C(C(=C(C1)CNC(=O)OC(C)(C)C)OC)C#N)C(=O)C1=C(C=CC(=C1)F)Cl